N[C@@H]1CN(CCC1)C1=C2C(=NC=C1NC(=O)C=1N=C(SC1)C1=C(C=CC=C1F)F)NC=C2 N-{4-[(3S)-3-aminopiperidin-1-yl]-1H-pyrrolo[2,3-b]pyridin-5-yl}-2-(2,6-difluorophenyl)-1,3-thiazole-4-carboxamide